1,9-nonanediol biscyanoacrylate C(#N)C(=CC(=O)OCCCCCCCCCO)C#N